2-((5-(2H-1,2,3-triazol-2-yl)pyridin-2-yl)(hydroxy)methyl)oxazole-4-carboxylic acid N=1N(N=CC1)C=1C=CC(=NC1)C(C=1OC=C(N1)C(=O)O)O